CNC(O[C@@H]1CC[C@H](CC1)C(N(C[C@@H]1CC[C@H](CC1)C1=NC(=C(C=C1)OC)C)C1=NC=CC(=C1)C=1N=C(OC1)C1CC1)=O)=O trans-4-((4-(2-Cyclopropyloxazol-4-yl)-pyridine-2-yl)((trans-4-(5-methoxy-6-methylpyridin-2-yl)-cyclohexyl)methyl)-carbamoyl)cyclohexyl methylcarbamate